FC(S(=O)(=O)OC1=NC(=NC=2CC3(CC(N(C3)C3=CC=CC=C3)=O)CCC12)SC)(F)F (2-methylsulfanyl-2'-oxo-1'-phenyl-spiro[6,8-dihydro-5H-quinazoline-7,4'-pyrrolidin]-4-yl) trifluoromethanesulfonate